CN(CCNC(=O)C=1C=C(C=CC1)C1=CC=C(C=C1)S(=O)(=O)N1C=C(C=C1)\C=C\C(NC1=C(C=CC=C1)N)=O)C 4'-{3-[(E)-2-(2-Amino-phenylcarbamoyl)-vinyl]-pyrrole-1-sulfonyl}-biphenyl-3-carboxylic acid (2-dimethylamino-ethyl)-amide